OC1=CC=C(C=C2C(N/C(/S2)=N/[H])=O)C=C1 Z-5-(4-hydroxybenzylidene)-2-imino-1,3-thiazolidin-4-one